(5E)-5-benzylidene-2,2-dimethyl-N-(4-phenylbutyl)-4-(1-piperidinyl)piperidine-1-carboxamide C(/C1=CC=CC=C1)=C/1\C(CC(N(C1)C(=O)NCCCCC1=CC=CC=C1)(C)C)N1CCCCC1